ClC=1C=C(C=CC1)C1=C(C(=CC=C1)CC(=O)N[C@H]1C(CCC[C@@H]1N1CCN(CC1)C(C)C)(F)F)F 2-(3'-chloro-2-fluoro-[1,1'-biphenyl]-3-yl)-N-((1R,6S)-2,2-difluoro-6-(4-isopropylpiperazin-1-yl)cyclohexyl)acetamide